6-methoxy-7-(2-methoxyethoxy)pyrido[3,2-d]pyrimidin-4-ol COC=1C(=CC=2N=CN=C(C2N1)O)OCCOC